N-(2-((2-(2-methoxy-7-methylquinoxalin-5-yl)-7-methylthiazolo[5,4-b]pyridin-5-yl)oxy)ethyl)-4-methylbenzenesulfonamide COC1=NC2=CC(=CC(=C2N=C1)C=1SC2=NC(=CC(=C2N1)C)OCCNS(=O)(=O)C1=CC=C(C=C1)C)C